6-bromo-5-chloro-N,N-bis(4-methoxybenzyl)-4-methylpyridin-2-amine BrC1=C(C(=CC(=N1)N(CC1=CC=C(C=C1)OC)CC1=CC=C(C=C1)OC)C)Cl